Isopropyl alcohol sodium carbonate C([O-])([O-])=O.[Na+].C(C)(C)O.[Na+]